NC=1C=CC(=C(C1)C(C1C(N(CC1)C(=O)[O-])=O)NS(=O)C(C)(C)C)F 3-((5-Amino-2-fluorophenyl)((tert-butylsulfinyl)amino)methyl)-2-oxopyrrolidine-1-carboxylate